OC1=C2C(=C3C=C(N=CC3=C1)NC(C)=O)CN(C2=O)C N-(4-hydroxy-2-methyl-3-oxo-2,3-dihydro-1H-pyrrolo[3,4-f]isoquinolin-8-yl)acetamide